BrC=1C2=C(N(C(CC1CO[C@@H]1COCC1)=O)CC1=CC(=C(C=C1)C)F)C=CC=C2 (S)-5-bromo-1-(3-fluoro-4-methylbenzyl)-4-(((tetrahydrofuran-3-yl)oxy)methyl)-1,3-dihydro-2H-benzo[b]azepin-2-one